(1S,2S,3S,4R)-N-(4-methoxybenzyl)-3-methylbicyclo[2.2.1]heptan-2-amine COC1=CC=C(CN[C@H]2[C@H]3CC[C@@H]([C@@H]2C)C3)C=C1